FC1=CC=C2C=C(NC2=C1)C(=O)N 6-fluoro-1H-indole-2-carboxamide